C(C)OC(CCC(=O)N1CC2=CC(=C(C=C2C1)OCCCOC=1C=C2CN(CC2=CC1OC)C(=O)OC(C)(C)C)OC)=O tert-butyl 5-(3-((2-(4-ethoxy-4-oxobutanoyl)-6-methoxyisoindolin-5-yl) oxy) propoxy)-6-methoxyisoindoline-2-carboxylate